CNC1=CC=C(C=C1)C=1SC2=C(N1)C=CC(=C2)O 2-(4'-methylaminophenyl)-6-hydroxybenzothiazole